tert-butyl (R)-6-(4-(2-(4-hydroxycyclohexyl)phenyl)piperidin-1-yl)-2-azaspiro[3.4]octane-2-carboxylate OC1CCC(CC1)C1=C(C=CC=C1)C1CCN(CC1)[C@H]1CC2(CN(C2)C(=O)OC(C)(C)C)CC1